C(C)(C)C(C(=O)O)CCCCCC\C=C/CCCCCCCC isopropyl-oleic acid